NC1=C(C=C(C=C1CC)C1=CC(=CC(=C1)C1=CC(=C(C(=C1)CC)N)CC)C1=CC(=C(C(=C1)CC)N)CC)CC 1,3,5-tri(4-amino-3,5-diethylphenyl)benzene